C1(CCCCC1)NCCCNC(CC[C@@H](C)[C@H]1CC[C@H]2[C@@H]3CCC4CCCC[C@]4(C)[C@H]3CC[C@]12C)=O N-[3-(cyclohexylamino)propyl]cholanamide